ClC1=CC(=C(C=C1C=1C=NC2=CC(=NC=C2C1)N(C)CC1=CC=C(C=C1)OC)NC(C1=NC=CC(=C1)C(C)(C)C#N)=O)F N-(4-chloro-2-fluoro-5-(7-((4-methoxybenzyl)(methyl)amino)-1,6-naphthyridin-3-yl)phenyl)-4-(2-cyanopropan-2-yl)picolinamide